diethoxydecyl-methyl-silane C(C)OC(CCCCCCCCC[SiH2]C)OCC